CC(\C=[N+](/CC1=CC=C(C=C1)C)\[O-])CCCCCCCCC (e)-2-methyl-N-(4-methylbenzyl)undecan-1-imine oxide